BrC1=CSC2=CN=CC=C21 3-bromothieno[2,3-c]pyridine